(R)-1-(3-(3-(4-(phenoxymethyl)phenyl)-1H-indazol-1-yl)piperidin-1-yl)prop-2-en-1-one O(C1=CC=CC=C1)CC1=CC=C(C=C1)C1=NN(C2=CC=CC=C12)[C@H]1CN(CCC1)C(C=C)=O